((2-chloro-4-(trifluoromethyl) phenoxy) methyl)-5-methylbenzoate ClC1=C(OCOC(C2=CC=CC(=C2)C)=O)C=CC(=C1)C(F)(F)F